Methyl-methane CC